FC(S(=O)(=O)OC1=CC=NC2=CN=C(C=C12)NC1=CC=C(C=C1)S(=O)(=O)C)(F)F 6-((4-(methylsulfonyl)phenyl)amino)-1,7-naphthyridin-4-yl trifluoromethanesulfonate